OC1NCC2=C3CCCC3=C(N=C12)C 3-Hydroxy-5-methyl-3,6,7,8-tetrahydro-1H-2,4-diaza-as-indacene